3-(5-((cis)-3-fluoro-1-((1r,3s)-3-(piperidin-4-yloxy)cyclobutyl)piperidin-4-yl)-1-oxoisoindolin-2-yl)piperidine-2,6-dione F[C@@H]1CN(CC[C@@H]1C=1C=C2CN(C(C2=CC1)=O)C1C(NC(CC1)=O)=O)C1CC(C1)OC1CCNCC1